CC(CNC(=O)C=1C=CC2=C(NC(O2)=O)C1)(CC1=CC=CC=C1)C N-(2,2-dimethyl-3-phenylpropyl)-2-oxo-2,3-dihydrobenzo[d]oxazole-5-carboxamide